2,5-Dimethyl-1,3-oxazol CC=1OC(=CN1)C